1-(1H-pyrrol-1-yl)cyclobutane N1(C=CC=C1)C1CCC1